BrCC1=NSC(=C1)C(F)(F)F 3-(bromo-methyl)-5-(trifluoro-methyl)-1,2-thiazole